2-(2,6-dioxopiperidin-3-yl)-5-(6-(4-(4-((5-(5-methyl-5H-pyrido[4,3-b]indol-7-yl)pyridin-2-yl)oxy)butoxy)butoxy)-2-azaspiro[3.3]heptan-2-yl)isoindoline-1,3-dione O=C1NC(CCC1N1C(C2=CC=C(C=C2C1=O)N1CC2(C1)CC(C2)OCCCCOCCCCOC2=NC=C(C=C2)C=2C=CC=1C3=C(N(C1C2)C)C=CN=C3)=O)=O